di(2-heptyl undecyl) adipate C(CCCCC(=O)OCC(CCCCCCCCC)CCCCCCC)(=O)OCC(CCCCCCCCC)CCCCCCC